tert-butyl 4-(2-(2-(dimethylamino)ethylamino)-6-chloro-8-fluoro-7-(5-methyl-1H-indazol-4-yl)quinazolin-4-yl)piperazine-1-carboxylate CN(CCNC1=NC2=C(C(=C(C=C2C(=N1)N1CCN(CC1)C(=O)OC(C)(C)C)Cl)C1=C2C=NNC2=CC=C1C)F)C